OC[C@H](C1=CC=CC=C1)NC1=NC(=NC=C1C=1OC(=NN1)C(F)(F)F)NC1=CC2=C(C(C(O2)(C)C)=O)C=C1 (S)-6-(4-(2-hydroxy-1-phenylethylamino)-5-(5-(trifluoromethyl)-1,3,4-oxadiazol-2-yl)pyrimidin-2-ylamino)-2,2-dimethylbenzofuran-3(2H)-one